FC=1C(=NC(=NC1)N)C1=CC2=C(N(N=C2C(=C1)F)C)C(C)C 5-fluoro-4-(2-methyl-3-isopropyl-7-fluoro-2H-indazol-5-yl)pyrimidin-2-amine